ClCC=1OC(=NN1)C1=CC=C(C=C1)OC 2-(chloromethyl)-5-(4-methoxyphenyl)-1,3,4-oxadiazole